2-bromo-4'-chloro-2'-fluoro-4-methoxy-1,1'-biphenyl BrC1=C(C=CC(=C1)OC)C1=C(C=C(C=C1)Cl)F